1,4-bis(2-methoxy-2-ethyl)benzene COC(C)C1=CC=C(C=C1)C(C)OC